1,1,1,3,3,3-hexafluoropropan-2-yl (±)-1-(pyrimidin-5-ylcarbamoyl)-6-azaspiro[2.5]octane-6-carboxylate N1=CN=CC(=C1)NC(=O)[C@@H]1CC12CCN(CC2)C(=O)OC(C(F)(F)F)C(F)(F)F |r|